1-(2-methyl-4-tosylmorpholin-2-yl)propan-2-one CC1(CN(CCO1)S(=O)(=O)C1=CC=C(C)C=C1)CC(C)=O